(1S,2S)-N-(6-(5-chloro-6-fluoro-7-isopropyl-1H-indazol-4-yl)imidazo[1,2-a]pyrazin-2-yl)-2-fluorocyclopropane-1-carboxamide ClC=1C(=C2C=NNC2=C(C1F)C(C)C)C=1N=CC=2N(C1)C=C(N2)NC(=O)[C@H]2[C@H](C2)F